C(CCCCC)(=O)OCCCCCCCCCCCCCCCCCCC nonadecyl hexanoate